N-aminoimidazolone C1=CN(C(=O)N1)N